1,4-bis(2-trifluoromethyl-4-nitrophenoxy)benzene FC(C1=C(OC2=CC=C(C=C2)OC2=C(C=C(C=C2)[N+](=O)[O-])C(F)(F)F)C=CC(=C1)[N+](=O)[O-])(F)F